4-vinyl-benzyl-nonylphenol C(=C)C1=CC=C(CC=2C(=C(C=CC2)O)CCCCCCCCC)C=C1